C(C)(=O)O[C@H]1[C@H](OC2=CN(C3=CC(=C(C(=C23)Br)OCC2[C@H]3CCC#CCC[C@@H]23)Br)C(C)=O)O[C@@H]([C@H]([C@@H]1OC(C)=O)OC(C)=O)COC(C)=O 1-Acetyl-5-{[(1R,8S,9s)-bicyclo[6.1.0]non-4-yn-9-yl]methoxy}-4,6-dibromo-1H-indole-3-yl 2,3,4,6-tetra-O-acetyl-β-D-glucopyranoside